4-[4-(8-hydroxyoctyloxy)benzoyl]cinnamic acid OCCCCCCCCOC1=CC=C(C(=O)C2=CC=C(C=CC(=O)O)C=C2)C=C1